BrC=1C=C(C=C(C1O)C(C)(C)C)C=C(C#N)C#N 2-[[3-Bromo-5-(1,1-dimethylethyl)-4-hydroxyphenyl]methylene]-propanedinitrile